6-cyclopropaneamido-4-{[3-(2-ethyl-2H-1,2,3-triazol-4-yl)-2-methoxyphenyl]amino}-N-(2H3)methylpyridazine-3-carboxamide C1(CC1)C(=O)NC1=CC(=C(N=N1)C(=O)NC([2H])([2H])[2H])NC1=C(C(=CC=C1)C1=NN(N=C1)CC)OC